N1,N6-bis(2-hydroxyethyl)-N1,N6-bis(2-hydroxypropyl)-hexanediamide OCCN(C(CCCCC(=O)N(CC(C)O)CCO)=O)CC(C)O